C(C)(C)N1C(N(C=2N=NC=3C=CC(=CC3C21)C=2C=NC(=CC2)[C@@H](C)OCCN2C[C@H](CC2)C)C)=O 1-isopropyl-3-methyl-8-(6-((R)-1-(2-((S)-3-methylpyrrolidin-1-yl)ethoxy)ethyl)pyridin-3-yl)-1H-imidazo[4,5-c]cinnolin-2(3H)-one